FC=1C(=NC=CC1)C(N)=NO 3-FLUORO-2-PYRIDINAMIDOXIM